(S)-N-(2,5-dimethoxyphenyl)-3-(3-fluoro-4-methylphenyl)-3-(thiazol-2-yl)pyrrolidine-1-carbothioamide COC1=C(C=C(C=C1)OC)NC(=S)N1C[C@@](CC1)(C=1SC=CN1)C1=CC(=C(C=C1)C)F